FC=1C=C(C=NC1)NC(=O)C1=NC(=NC(=C1)C(F)(F)F)N1C=NC=C1 N-(5-fluoropyridin-3-yl)-2-(1H-imidazol-1-yl)-6-(trifluoromethyl)pyrimidine-4-carboxamide